1-[(3-methylcyclobutyl) methyl]-methyl 1,2,4-triazole-3-carboxylate N1N=C(N=C1)C(=O)OCCC1CC(C1)C